ClC=1C=C(C=CC1F)[C@@H]1CN2[C@H](CO1)CN(CC2)C(=O)C=2C(=C(C=CC2)C2=NNC(O2)=O)Cl 5-[3-[(3R,9aS)-3-(3-chloro-4-fluoro-phenyl)-3,4,6,7,9,9a-hexahydro-1H-pyrazino[2,1-c][1,4]oxazine-8-carbonyl]-2-chloro-phenyl]-3H-1,3,4-oxadiazol-2-one